CC(C)(C)[S@@](=O)N[C@@H](C)C1=CC(=NN1C)C(=O)N(C)C 5-((S)-1-((R)-1,1-dimethylethylsulfinamido)ethyl)-N,N,1-trimethyl-1H-pyrazole-3-carboxamide